C(C1=CC=CC=C1)=NCCN1[SiH2]CCC1 (benzylideneaminoethyl)-1-aza-2-silacyclopentane